COC=1C=C2C=NN(C2=CC1)CC(F)(F)F 5-methoxy-1-(2,2,2-trifluoroethyl)-1H-indazole